1-[2-[(2R,3S)-2,3-dihydroxy-4-[2-(2-oxopyrrolidin-1-yl)ethylsulfanyl]-butyl]sulfanyl-ethyl]-pyrrolidin-2-one O[C@@H](CSCCN1C(CCC1)=O)[C@@H](CSCCN1C(CCC1)=O)O